C12CN(CC(CC1)N2)C=2C1=C(N=C(N2)OCC2(CC2)CN2CCOCC2)CN(CC1)C1=CC(=CC2=CC=CC(=C12)Br)O 4-(4-(3,8-diazabicyclo[3.2.1]oct-3-yl)-2-((1-(morpholinomethyl)cyclopropyl)methoxy)-5,8-dihydropyrido[3,4-d]pyrimidin-7(6H)-yl)-5-bromonaphthalen-2-ol